3-bromo-2-chloro-4-[[4-(trifluoromethyl)phenyl]methyl]thieno[3,2-b]pyrrole-5-carboxylic acid BrC1=C(SC2=C1N(C(=C2)C(=O)O)CC2=CC=C(C=C2)C(F)(F)F)Cl